P(=O)(O)([O-])[O-].[Na+].[Na+].O.C(CC(O)(C(=O)O)CC(=O)O)(=O)O citric acid monohydrate disodium hydrogen phosphate